C(C)(C)(C)OC(=O)N[C@H]1CN(CCC1)CC1=CC=CC(=N1)C(=O)OC methyl (R)-6-((3-((tert-butoxycarbonyl)amino)piperidin-1-yl)methyl)picolinate